CN(C[C@@H]([C@H]([C@@H]([C@@H](CO)O)O)O)O)C (2R,3R,4R,5S)-6-(Dimethylamino)hexane-1,2,3,4,5-pentaol